CC=C[SiH](OC(C#C)(C)C)OC(C#C)(C)C methylvinylbis(3-methyl-1-butyne-3-oxy)silane